4-(6-formylpyridin-3-yl)piperazine-1-carboxylic acid benzyl ester C(C1=CC=CC=C1)OC(=O)N1CCN(CC1)C=1C=NC(=CC1)C=O